2-(6-methoxypyridin-2-yl)propan-2-amine COC1=CC=CC(=N1)C(C)(C)N